yttrium iridium ruthenium [Ru].[Ir].[Y]